FC1=C(C(=CC=C1)F)N1CC(C1)C1=CC(=C(CN2CC(C2)(O)C)C(=C1)C)C (4-(1-(2,6-difluorophenyl)azetidin-3-yl)-2,6-dimethylbenzyl)-3-methylazetidin-3-ol